(3R)-3-[({4-[({2-[(tert-butoxycarbonyl)amino]ethyl}carbamoyl)amino]phenyl}carbamoyl)amino]-3-{3-[({3-[(propylcarbamoyl)amino]phenyl}sulfonyl)amino]phenyl}propanoic acid C(C)(C)(C)OC(=O)NCCNC(=O)NC1=CC=C(C=C1)NC(=O)N[C@H](CC(=O)O)C1=CC(=CC=C1)NS(=O)(=O)C1=CC(=CC=C1)NC(NCCC)=O